C(C)(C)(C)C1=CC=C(C=C1)C1=C2C(=NN(C2=CC=C1)C(=O)OC(C)(C)C)NC(C(=O)OC)=O tert-butyl 4-(4-(tert-butyl) phenyl)-3-(2-methoxy-2-oxoacetamido)-1H-indazole-1-carboxylate